BrC=1C=CC(=NC1)N1C[C@H]2C([C@H]2C1)CO ((1R,5S,6R)-3-(5-bromopyridin-2-yl)-3-azabicyclo[3.1.0]hex-6-yl)methanol